4-benzhydryl-2,6-diisopropylaniline C(C1=CC=CC=C1)(C1=CC=CC=C1)C1=CC(=C(N)C(=C1)C(C)C)C(C)C